ClC1=CC=C(OC2=C(C=C(C=C2F)S(=O)(=O)N2C3(CN(CC2CC3)C(CCN3CCOCC3)=O)C(=O)NO)F)C=C1 8-((4-(4-chlorophenoxy)-3,5-difluorophenyl)sulfonyl)-N-hydroxy-3-(3-morpholinopropanoyl)-3,8-diazabicyclo[3.2.1]octane-1-carboxamide